5-(3-cyclopropyl-1-(2-oxo-3,4-dihydropyridin-1(2H)-yl)propyl)-2-fluorophenylcarbamic acid methyl ester COC(NC1=C(C=CC(=C1)C(CCC1CC1)N1C(CCC=C1)=O)F)=O